C(\C=C\C)N1C(C2=C(C(=C1)C=1C=C(C(=O)NC3COCC3)C=CC1OC)C=CN2)=O 3-[6-[(E)-but-2-enyl]-7-oxo-1H-pyrrolo[2,3-c]pyridin-4-yl]-4-methoxy-N-tetrahydrofuran-3-ylbenzamide